4-(Tert-butyl)-N-(4-methylcyclohexyl)aniline C(C)(C)(C)C1=CC=C(NC2CCC(CC2)C)C=C1